N1C[C@@H](CCC1)NC(OC(C)(C)C)=O 1,1-dimethylethyl (3R)-3-piperidinylcarbamate